S1C=NC2=C1C=C(C=C2)CN2C=CC1=CC=C(C=C21)NC(C2=CC(=CC(=C2)C(F)(F)F)CN2CCN(CC2)C)=O N-(1-(benzo[d]thiazol-6-ylmethyl)indol-6-yl)-3-((4-methylpiperazin-1-yl)methyl)-5-(trifluoromethyl)benzamide